C(C1=CC=CC=C1)OC1=NOC(=C1)C(CBr)=O 1-[3-(benzyloxy)-1,2-oxazol-5-yl]-2-bromoethanone